ethylenediamine ethyl 2-((2-((3,4-dimethoxybenzyl)amino)-2-oxoethyl)thio)-1H-imidazole-4-carboxylate COC=1C=C(CNC(CSC=2NC=C(N2)C(=O)OCC)=O)C=CC1OC.C(CN)N